BrC=1C=CC2=C(N=C(S2)C=O)C1 5-bromobenzothiazole-2-carbaldehyde